(6-phenylpyridin-3-yl)boronic acid C1(=CC=CC=C1)C1=CC=C(C=N1)B(O)O